CN1C(=NC2=C(C1=O)C=NN2)N2CC1(CN(C1)C1=NC(=NC(=C1)C(F)(F)F)C)CC2 5-methyl-6-(2-(2-methyl-6-(trifluoromethyl)pyrimidin-4-yl)-2,6-diazaspiro[3.4]octan-6-yl)-1,5-dihydro-4H-pyrazolo[3,4-d]pyrimidin-4-one